(R)-6-(2-(2-(6-(4-(1-(3-(1-methyl-4-(5-(pyridin-4-yl)-4H-1,2,4-triazol-3-yl)piperidin-4-ylamino)benzamido)ethyl)phenoxy)hexyloxy)ethoxy)ethoxy)hexanoic acid CN1CCC(CC1)(C1=NN=C(N1)C1=CC=NC=C1)NC=1C=C(C(=O)N[C@H](C)C2=CC=C(OCCCCCCOCCOCCOCCCCCC(=O)O)C=C2)C=CC1